4-carboxymethyllysine C(=O)(O)CC(C[C@H](N)C(=O)O)CCN